ethyl methyl carbonate bromide methyl-bromocarbonate COC(=O)Br.[Br-].C(OCC)(OC)=O